C(C=C)(=O)N1C[C@@H](N(C[C@H]1C)C=1C2=C(N(C(N1)=O)C=1C(=NC=CC1SC)C(C)C)N=C(C(=C2)Cl)C2=C(C(=CC(=C2F)F)C)N)C 4-((2S,5R)-4-acryloyl-2,5-dimethylpiperazin-1-yl)-7-(2-amino-5,6-difluoro-3-methylphenyl)-6-chloro-1-(2-isopropyl-4-(methylthio)pyridin-3-yl)pyrido[2,3-d]pyrimidin-2(1H)-one